3,2':4',3''-terthiophene S1C=C(C=C1)C=1SC=C(C1)C1=CSC=C1